N-butylpyridine chloride salt [Cl-].C(CCC)N1CC=CC=C1